FC(C(=O)[O-])(F)F.N[C@@H](CC1=CC=C(OCCNC(CCC[N+](C)(C)C)=O)C=C1)C(=O)O (S)-4-((2-(4-(2-amino-2-carboxyethyl)phenoxy)ethyl)amino)-N,N,N-trimethyl-4-oxobutan-1-aminium 2,2,2-trifluoroacetate